(S)-2-((S)-2-cyclopentyl-2-hydroxy-2-phenylacetyl)-N-((S)-4-hydroxy-3-oxo-1-((S)-2-oxopyrrolidin-3-yl)butan-2-yl)-2-azabicyclo[2.2.2]octane-3-carboxamide C1(CCCC1)[C@@](C(=O)N1C2CCC([C@H]1C(=O)N[C@@H](C[C@H]1C(NCC1)=O)C(CO)=O)CC2)(C2=CC=CC=C2)O